C(C)(C)(C)N1N=C(C(=C1NC1=NC=CC=C1)C(=O)N)C1=CC(=C(C=C1)NS(=O)(=O)CC)OCC1=NC=C(C=C1)F 1-tert-butyl-3-{4-ethanesulfonamido-3-[(5-fluoropyridin-2-yl)methoxy]phenyl}-5-[(pyridin-2-yl)amino]-1H-pyrazole-4-carboxamide